OC=1C=C(C=O)C=C(C1)C(F)(F)F 3-hydroxy-5-(trifluoromethyl)benzaldehyde